N-((4-(4-(tert-butyl)phenyl)-7-fluoroquinazolin-2-yl)methyl)acrylamide C(C)(C)(C)C1=CC=C(C=C1)C1=NC(=NC2=CC(=CC=C12)F)CNC(C=C)=O